(S)-5-((1-Benzylpyrrolidin-2-yl)methoxy)isobenzofuran-1(3H)-one C(C1=CC=CC=C1)N1[C@@H](CCC1)COC=1C=C2COC(C2=CC1)=O